ClC1=CC=C(S1)C1=C(C(=NC(=N1)C1=CN(C2=NC=C(N=C21)F)C(C2=CC=CC=C2)(C2=CC=CC=C2)C2=CC=CC=C2)N[C@@H]2[C@H](C1CCC2CC1)C(=O)OCC)F (2S,3S)-ethyl 3-((6-(5-chlorothiophen-2-yl)-5-fluoro-2-(2-fluoro-5-trityl-5H-pyrrolo[2,3-b]pyrazin-7-yl)pyrimidin-4-yl)amino)bicyclo[2.2.2]octane-2-carboxylate